N1(CCC1)C=1C=C(C=NC1)CN 1-[5-(azetidin-1-yl)pyridin-3-yl]methanamine